4-iodo-5-((methylthio)methyl)pyridin-2(1H)-one IC1=CC(NC=C1CSC)=O